CC1(N(CCC(C1)N1CCN(CC1)C)C(=O)NCCC1=CC=CC=C1)C 2,2-Dimethyl-4-(4-methylpiperazin-1-yl)-N-phenethylpiperidine-1-carboxamide